The molecule is a mancude organic heterotricyclic parent that consists of a thiophene ring flanked by two benzene rings ortho-fused across the 2,3- and 4,5-positions. It has a role as a keratolytic drug. It is a member of dibenzothiophenes and a mancude organic heterotricyclic parent. C1=CC=C2C(=C1)C3=CC=CC=C3S2